(E)-4-(dimethylamino)-N-(4-((3S,4S)-3-methyl-4-((4-(2-phenylpyrazolo[1,5-a]pyridin-3-yl)pyrimidin-2-yl)amino)pyrrolidine-1-carbonyl)phenyl)but-2-enamide CN(C/C=C/C(=O)NC1=CC=C(C=C1)C(=O)N1C[C@@H]([C@@H](C1)NC1=NC=CC(=N1)C=1C(=NN2C1C=CC=C2)C2=CC=CC=C2)C)C